CC1=CC=C(C(=O)N[C@@H]2CN[C@H](CC2)C=2OC(=NN2)OCCOC(F)(F)F)C=C1 4-methyl-N-[(3S,6R)-6-{5-[2-(trifluoromethoxy)ethoxy]-1,3,4-oxadiazol-2-yl}piperidin-3-yl]benzamide